C(#N)CC(=O)N1C[C@@H](CCC1)OC1=NC=C(C2=CC(=C(C=C12)OC(C)C)C(=O)N)C=1C=NN(C1)C1CCC(CC1)OCC 1-(((R)-1-(2-cyanoacetyl)piperidin-3-yl)oxy)-4-(1-((1r,4R)-4-ethoxycyclohexyl)-1H-pyrazol-4-yl)-7-isopropoxyisoquinoline-6-carboxamide